C1OCC12CN(C2)C2CCN(CC2)C2=C(C=C(C(=C2)OC)NC2=NC=NC(=C2)N2OCC[C@@H]2C2=CC(=CC(=C2)F)F)NC(C=C)=O N-(2-(4-(2-oxa-6-azaspiro[3.3]heptane-6-yl)piperidine-1-yl)-5-((6-((R)-3-(3,5-difluorophenyl)isoxazolidine-2-yl)pyrimidine-4-yl)amino)-4-methoxyphenyl)acrylamide